3-(5-(((1R,2S)-2-(((1-methyl-1H-pyrazol-4-yl)methyl)amino)cyclohexyl)methyl)-1-oxoisoindolin-2-yl)piperidine-2,6-dione CN1N=CC(=C1)CN[C@@H]1[C@H](CCCC1)CC=1C=C2CN(C(C2=CC1)=O)C1C(NC(CC1)=O)=O